COC(=O)C=1OC(=CC1)NC=C1C(OC(OC1=O)(C)C)=O 5-[(2,2-dimethyl-4,6-dioxo-1,3-dioxan-5-ylidene)methylamino]Furan-2-carboxylic acid methyl ester